2-((1H-pyrrolo[2,3-b]pyridin-5-yl)oxy)-4-(4-((1-(tert-butoxycarbonyl)-5-(4-chlorophenyl)-1,2,3,6-tetrahydropyridin-4-yl)methyl)piperazin-1-yl)benzoic acid N1C=CC=2C1=NC=C(C2)OC2=C(C(=O)O)C=CC(=C2)N2CCN(CC2)CC=2CCN(CC2C2=CC=C(C=C2)Cl)C(=O)OC(C)(C)C